(5-((2-bromophenyl)oxy)-4-oxo-4H-chromene-2-carbonylamino)-L-isoleucine BrC1=C(C=CC=C1)OC1=C2C(C=C(OC2=CC=C1)C(=O)NN[C@@H]([C@@H](C)CC)C(=O)O)=O